(3R)-1-benzyl-3-methyl-3-((((1S,4S)-4-phenylcyclohexyl)oxy)methyl)piperidin-4-amine C(C1=CC=CC=C1)N1C[C@](C(CC1)N)(COC1CCC(CC1)C1=CC=CC=C1)C